C(C1=CC=CC=C1)N1C2=NC=NC(=C2N=C1C1=C(C=C(OCCCN2CCN(CC2)C(C)=O)C=C1)Cl)OC1(CC1)C 1-(4-(3-(4-(9-benzyl-6-(1-methylcyclopropoxy)-9H-purin-8-yl)-3-chlorophenoxy)propyl)piperazin-1-yl)ethan-1-one